FC(C1CCN(CC1)C1=CC=C(C=C1)C1=CC=C(N)C=C1)(F)F 4-(4-(4-(trifluoromethyl)piperidin-1-yl)phenyl)aniline